C(C)C1=NC(=NO1)C=1C=C2CC[C@H](C2=CC1)NC(=O)C=1N=COC1C (R)-N-(5-(5-ethyl-1,2,4-oxadiazol-3-yl)-2,3-dihydro-1H-inden-1-yl)-5-methyloxazole-4-carboxamide